[Sc].[Mg].[Al] aluminum-magnesium-scandium